ClC=1C=C(C=CC1)N (3-chloro-phenyl)-amine